tert-butyl 2,2-dimethyl-4-oxo-butanoate CC(C(=O)OC(C)(C)C)(CC=O)C